CC1=CC=CC(=CCCC(CC1)(C)C)C 1,5,9,9-tetramethyl-cycloundecatriene